N-(5-((4-bromobenzyl)amino)-2-fluorophenyl)-3-(furan-2-yl)propanamide BrC1=CC=C(CNC=2C=CC(=C(C2)NC(CCC=2OC=CC2)=O)F)C=C1